[(1S,3S,4R,6R)-6-fluoro-2-azabicyclo[2.2.2]octan-3-yl]{6-[2-(2,2,2-trifluoroethyl)-5-(trifluoromethyl)thieno[2,3-b]pyridin-4-yl]-2,6-diazaspiro[3.3]heptan-2-yl}methanone F[C@@H]1C[C@@H]2[C@H](N[C@H]1CC2)C(=O)N2CC1(C2)CN(C1)C1=C2C(=NC=C1C(F)(F)F)SC(=C2)CC(F)(F)F